C(=O)(O)CN1CC(NCC1)C(=O)O 4-(carboxymethyl)-2-piperazinecarboxylic acid